N-methyl-D-arginine CN[C@H](CCCNC(N)=N)C(=O)O